7-amino-8-(5-methoxy-4-methylpyridin-3-yl)quinoxaline-6-carboxamide NC1=C(C=C2N=CC=NC2=C1C=1C=NC=C(C1C)OC)C(=O)N